C(C)(C)N1N=CC(=C1C(=O)O)C 1-isopropyl-4-methyl-1H-pyrazole-5-carboxylic acid